(R)-N-(3-ethylthieno[3,2-c]pyridin-4-yl)-2-fluoro-4-(5-methyl-1,3,4-thiadiazol-2-yl)-N-(piperidin-3-yl)benzamide C(C)C1=CSC2=C1C(=NC=C2)N(C(C2=C(C=C(C=C2)C=2SC(=NN2)C)F)=O)[C@H]2CNCCC2